5-bromo-1-trityl-piperidine-4-carboxamide BrC1C(CCN(C1)C(C1=CC=CC=C1)(C1=CC=CC=C1)C1=CC=CC=C1)C(=O)N